N'-(3-(6-(allyloxy)-2,3-dichlorophenyl)-3,4-dihydro-2H-pyrrol-5-yl)-2-hydroxyacetylhydrazine C(C=C)OC1=CC=C(C(=C1C1CN=C(C1)NNC(CO)=O)Cl)Cl